E-Laminin N[C@@H](CCCC[N+](C)(C)C)C(=O)O